F[B-](F)(F)F.O=C1N(C=CC=C1)OC(=[N+](C)C)N(C)C 2-(2-oxo-1-(2H)-pyridinyl)-1,1,3,3-tetramethyluronium tetrafluoroborate